N1=C(C=CC=C1)C=1N=CC2=C(N1)CCN(C2)C(=O)C2=CC(=C(C(=C2)OC)OC)OC [2-(2-pyridyl)-7,8-dihydro-5H-pyrido[4,3-d]pyrimidin-6-yl]-(3,4,5-trimethoxyphenyl)methanone